ClC1=C(CBr)C=CC=C1C(F)(F)F 2-chloro-3-(trifluoromethyl)benzyl bromide